C(C1=CC=CC=C1)NC1=C2N=CN(C2=NC(=N1)C=1C=NC=C(C1)C=1N=NN(N1)C)[C@H]1[C@@H]([C@@H]([C@H](O1)C(=O)NC([2H])([2H])[2H])O)O (2S,3S,4R,5R)-5-(6-(benzylamino)-2-(5-(2-methyl-2H-tetrazol-5-yl)pyridin-3-yl)-9H-purin-9-yl)-3,4-dihydroxyl-N-(methyl-d3)-tetrahydrofuran-2-formamide